methyl 2-[4-[4,6-bis(2,4-dimethylphenyl)-1,3,5-triazin-2-yl]-3-hydroxy-phenoxy]propanoate CC1=C(C=CC(=C1)C)C1=NC(=NC(=N1)C1=C(C=C(C=C1)C)C)C1=C(C=C(OC(C(=O)OC)C)C=C1)O